CN(C(=O)N[C@@H]1CC[C@H](CC1)CCN1CCN(CC1)C1=NC=CC=N1)C 1,1-Dimethyl-3-(trans-4-(2-(4-(pyrimidin-2-yl)piperazin-1-yl)ethyl)cyclohexyl)urea